CC(=CC)C(CC)C 3,4-Dimethyl-hex-2-en